COC(=O)C=1SC(N2C1NC(C1=CC=CC=C21)=O)=S.C(C)N2N=C1C=C(C=CC1=C2N2CCN(CC2)C(C=C)=O)C2=C(C=CC=C2)O 1-(4-(2-ethyl-6-(2-hydroxyphenyl)-2H-indazol-3-yl)piperazin-1-yl)prop-2-en-1-one methyl-5-oxo-1-thioxo-4,5-dihydro-1H-thiazolo[3,4-a]quinazoline-3-carboxylate